(S)-3-(4-(4-acetylpiperazin-1-yl)phenyl)-2-((tert-butoxycarbonyl)amino)propanoic acid C(C)(=O)N1CCN(CC1)C1=CC=C(C=C1)C[C@@H](C(=O)O)NC(=O)OC(C)(C)C